C(C)(C)(C)OC(=O)N1CCC(CC1)CO.C(#N)C(C)(C)C=1C=C(C(=O)NC2=CC(=C(C=C2)C)N2N=CC(=C2)C=2C=NC=CC2OCCOC)C=CC1 3-(2-cyanopropan-2-yl)-N-(3-(4-(4-(2-methoxyethoxy)pyridin-3-yl)-1H-pyrazol-1-yl)-4-methylphenyl)benzamide tert-butyl-4-(hydroxymethyl)piperidine-1-carboxylate